5-(2-ethoxy-3-pyridinyl)-1-isopropyl-3-methyl-N-[(5-methyl-1,3,4-oxadiazol-2-yl)methyl]pyrazolo[4,3-b]pyridin-7-amine C(C)OC1=NC=CC=C1C1=CC(=C2C(=N1)C(=NN2C(C)C)C)NCC=2OC(=NN2)C